CN1N=CC=C1C(=O)N[C@H](C(NC1=NC=CC(=C1)[C@@H](C)N1C(N[C@@H](C1)C(F)(F)F)=O)=O)C1CCC(CC1)C 1-methyl-N-((S)-1-((1r,4S)-4-methylcyclohexyl)-2-oxo-2-((4-((R)-1-((S)-2-oxo-4-(trifluoromethyl)imidazolidin-1-yl)ethyl)pyridin-2-yl)amino)ethyl)-1H-pyrazole-5-carboxamide